C=C(C(=O)O)CC(N[C@@H](C)C1=CC=C(C=C1)C(C(F)(F)F)(F)F)=O (S)-2-methylene-4-oxo-4-((1-(4-(perfluoroethyl)phenyl)ethyl)amino)butanoic acid